ClC(C(C1=CC=C(C=C1)Cl)C1=CC=C(C=C1)Cl)(Cl)Cl 1,1'-(2,2,2-Trichloroethan-1,1-diyl)bis(4-chlorobenzol)